ClC1=CC=C(CC2(CC(C2)=O)C2=CC=C(C=C2)C)C=C1 3-(4-chlorobenzyl)-3-(4-methylphenyl)cyclobutan-1-one